trimethylolpropane-tris(β-aziridinyl propionate) N1(CC1)CCC(=O)O.N1(CC1)CCC(=O)O.N1(CC1)CCC(=O)O.C(O)C(CC)(CO)CO